N-(6,6-difluorospiro[3.3]heptan-2-yl)-5-(3-ethyl-2-methyl-3H-imidazo[4,5-b]pyridin-5-yl)pyrrolo[2,1-f][1,2,4]triazin-2-amine FC1(CC2(CC(C2)NC2=NN3C(C=N2)=C(C=C3)C3=CC=C2C(=N3)N(C(=N2)C)CC)C1)F